N=1C=CN2C1C=C(C=C2)N2C(OCCC2C2=CC=C(C=C2)OCCC)=O 3-(Imidazo[1,2-a]pyridin-7-yl)-4-(4-propoxyphenyl)-1,3-oxazinan-2-on